6-acetyl-2-[[5-[4-[[4-(chloromethyl)phenyl]methyl]-1-piperidyl]-2-pyridyl]amino]-8-cyclopentyl-5-methyl-pyrido[2,3-d]pyrimidin-7-one C(C)(=O)C1=C(C2=C(N=C(N=C2)NC2=NC=C(C=C2)N2CCC(CC2)CC2=CC=C(C=C2)CCl)N(C1=O)C1CCCC1)C